N,N-dimethyl-4-vinylaniline CN(C1=CC=C(C=C1)C=C)C